7-[1-methylpropyloxy]Imidazo[1,2-a]Pyridine-6-carboxylic acid CC(CC)OC1=CC=2N(C=C1C(=O)O)C=CN2